decyl acrylate (10-(naphthalene-2-yloxy)decyl acrylate) C1=C(C=CC2=CC=CC=C12)OCCCCCCCCCCC(C(=O)O)=C.C(C=C)(=O)OCCCCCCCCCC